O=C([C@H](O)[C@H](O)[C@H](O)CO)[O-] D-ribonate